2,3-dimethyl-dicyanopropyl-cyclohexylamine CC1C(CCCC1C)NCCC(C#N)C#N